4,4'-diaminochalcone NC1=CC=C(C=C1)\C=C\C(=O)C1=CC=C(C=C1)N